methyl 3-(N-(tert-butyldimethylsilyl)sulfamoyl)-1-isopropyl-1H-pyrazole-5-carboxylate [Si](C)(C)(C(C)(C)C)NS(=O)(=O)C1=NN(C(=C1)C(=O)OC)C(C)C